4-(4-((5-cyclopropyl-3-(2-(trifluoromethoxy)phenyl)isoxazol-4-yl)methoxy)piperidin-1-yl)benzonitrile C1(CC1)C1=C(C(=NO1)C1=C(C=CC=C1)OC(F)(F)F)COC1CCN(CC1)C1=CC=C(C#N)C=C1